(Phosphane) gold (I) [Au+].P